N-((2S,3S)-2-((2-fluoro-3'-methylbiphenyl-3-yl)methyl)-1-(2-hydroxy-2-methylpropanoyl)pyrrolidin-3-yl)ethanesulfonamide FC1=C(C=CC=C1C[C@@H]1N(CC[C@@H]1NS(=O)(=O)CC)C(C(C)(C)O)=O)C1=CC(=CC=C1)C